N'-((5-(trifluoromethyl)pyridin-2-yl)methyl)bicyclo[1.1.1]pentane-1-carbohydrazide FC(C=1C=CC(=NC1)CNNC(=O)C12CC(C1)C2)(F)F